6-(8-(1-(2,2-difluoroethyl)-1H-pyrazolo[3,4-b]pyrazin-6-yl)-1-oxo-2,8-diazaspiro[4.5]decan-2-yl)-N,N-dimethylpicolinamide FC(CN1N=CC=2C1=NC(=CN2)N2CCC1(CCN(C1=O)C1=CC=CC(=N1)C(=O)N(C)C)CC2)F